C1(CC1)[C@H](C)N1C(C2=C(C=C(C=C2C1)C1=C(N=C(S1)NC(CC)=O)C)P(=O)(C)C)=O (S)-N-(5-(2-(1-cyclopropylethyl)-7-(dimethylphosphoryl)-1-oxoisoindolin-5-yl)-4-methylthiazol-2-yl)propionamide